ClC1=C(C=C(C=C1)F)N(C(OC(C)(C)C)=O)C1=NC=C(C=C1NC(NC12CC3CC(CC(C1)C3)C2)=O)C(NC)=O tert-butyl N-(2-chloro-5-fluorophenyl)-N-[5-(methylcarbamoyl)-3-({[(3r)-adamantan-1-yl]carbamoyl}amino)pyridin-2-yl]carbamate